2-(6-Methylpyridin-2-yl)morpholin-2-d CC1=CC=CC(=N1)C1(CNCCO1)[2H]